ClC=1C=CC(=C(C1)C1=C2C(=NC(=C1)C)C(=CS2)C(=O)OC)OCCN2C(=NC=1CCC(CC1C2=O)(C)N2CCC(CC2)OC)C methyl 7-[5-chloranyl-2-[2-[6-(4-methoxy-1-piperidyl)-2,6-di(methyl)-4-oxidanylidene-7,8-dihydro-5H-quinazolin-3-yl]ethoxy]phenyl]-5-methyl-thieno[3,2-b]pyridine-3-carboxylate